4-hydroxy-N-[7-methoxy-4-(1-methyl-1H-pyrazol-4-yl)-1H-1,3-benzodiazol-2-yl]-4-(prop-2-yn-1-yl)piperidine-1-carboxamide OC1(CCN(CC1)C(=O)NC1=NC2=C(N1)C(=CC=C2C=2C=NN(C2)C)OC)CC#C